6-fluoro-N-methyl-5-(piperidin-4-yl)pyridinecarboxamide FC1=C(C=CC(=N1)C(=O)NC)C1CCNCC1